5-(TRIFLUOROMETHYL)-1H-PYRROL-2-YLBORONIC ACID FC(C1=CC=C(N1)B(O)O)(F)F